1-(4-(2-chloro-4-fluorophenoxy)-2-methyl-5-(1-methyl-7-oxo-6,7-dihydro-1H-pyrrolo[2,3-c]pyridin-3-yl)phenyl)pyrrolidine-2,5-dione ClC1=C(OC2=CC(=C(C=C2C2=CN(C=3C(NC=CC32)=O)C)N3C(CCC3=O)=O)C)C=CC(=C1)F